4-carbamoyl-4-{4-[4-(3,3-difluoro-piperidin-1-ylmethyl)-benzyloxy]-1-oxo-1,3-dihydro-isoindol-2-yl}-butyric acid methyl ester COC(CCC(N1C(C2=CC=CC(=C2C1)OCC1=CC=C(C=C1)CN1CC(CCC1)(F)F)=O)C(N)=O)=O